N-benzyl-N-methoxy-2,2-dimethylbutanamide C(C1=CC=CC=C1)N(C(C(CC)(C)C)=O)OC